5-Fluoro-N-(5-fluoro-2,3-dihydrobenzofuran-3-yl)-2-methoxynicotinamide FC=1C=NC(=C(C(=O)NC2COC3=C2C=C(C=C3)F)C1)OC